methyl 6-(((trifluoromethyl) sulfonyl) oxy)-2-oxaspiro[3.5]non-6-ene-7-carboxylate FC(S(=O)(=O)OC=1CC2(COC2)CCC1C(=O)OC)(F)F